C(C)OC(CC1=CC=CC=C1)OCC phenyl-acetaldehyde diethylacetal